C1(CCC1)C=1C(=NN(C1C1CCC(CC1)(F)F)C)N 4-cyclobutyl-5-(4,4-difluorocyclohexyl)-1-methyl-1H-pyrazol-3-amine